1-((1-(((tert-butyldiphenylsilyl)oxy)methyl)cyclopropyl)sulfonyl)cyclopropanecarbaldehyde [Si](C1=CC=CC=C1)(C1=CC=CC=C1)(C(C)(C)C)OCC1(CC1)S(=O)(=O)C1(CC1)C=O